molybdenum dibutoxide [O-]CCCC.[O-]CCCC.[Mo+2]